1-(4-chlorobenzyl)-3-(6-((2-methyl-5-oxopyrrolidin-1-yl)methyl)spiro[3.3]heptan-2-yl)urea ClC1=CC=C(CNC(=O)NC2CC3(C2)CC(C3)CN3C(CCC3=O)C)C=C1